1-[[4-(5-amino-1-methyl-1,2,4-triazol-3-yl)phenyl]methyleneamino]-3-(2-isopropylphenyl)thiourea NC1=NC(=NN1C)C1=CC=C(C=C1)C=NNC(=S)NC1=C(C=CC=C1)C(C)C